nonadecyl tricosylate C(CCCCCCCCCCCCCCCCCCCCCC)(=O)OCCCCCCCCCCCCCCCCCCC